dimethyl 2-[3-chloro-5-[4-[[(2R)-2-[(2-formyl-5-methyl-1H-pyrrole-3-carbonyl)-methyl-amino]propoxy]methyl]-2-methyl-1H-imidazol-5-yl]-2-nitro-phenyl]propanedioate ClC=1C(=C(C=C(C1)C1=C(N=C(N1)C)COC[C@@H](C)N(C)C(=O)C1=C(NC(=C1)C)C=O)C(C(=O)OC)C(=O)OC)[N+](=O)[O-]